NC1=C(C=C(C=N1)C(C#N)(C)C)SCC 2-(6-amino-5-ethylsulfanyl-3-pyridinyl)-2-methyl-propionitrile